FC(CN1N=CC2=C1N=C(N(C2=O)C)N2CC1(CN(C1)C1=NC=C(C=C1)C(F)(F)F)CC2)F 1-(2,2-difluoroethyl)-5-methyl-6-(2-(5-(trifluoromethyl)pyridin-2-yl)-2,6-diazaspiro[3.4]octan-6-yl)-1,5-dihydro-4H-pyrazolo[3,4-d]pyrimidin-4-one